BrC=1C=C(C(=NC1)O)C(F)(F)F 5-bromo-2-hydroxy-3-(trifluoromethyl)pyridine